4-((4-(2-(5-Phenyl-1H-imidazol-2-yl)pyridin-4-yl)-1H-pyrazol-1-yl)methyl)benzoic acid trifluoroacetate salt FC(C(=O)O)(F)F.C1(=CC=CC=C1)C1=CN=C(N1)C1=NC=CC(=C1)C=1C=NN(C1)CC1=CC=C(C(=O)O)C=C1